C(C)(=O)OCCCCC Normal-pentyl acetate